ClC1=C(C=CC(=C1)F)C1=CC(OC2=CC(=CC=C12)O[C@@H](C(=O)N1C[C@H](CCC1)C(=O)O)C)=O (3S)-1-[(2R)-2-[4-(2-chloro-4-fluoro-phenyl)-2-oxo-chromen-7-yl]oxypropanoyl]piperidine-3-carboxylic acid